NC1CCC(CC1)CNC(OC(C)(C)C)=O tert-butyl (((1s,4s)-4-aminocyclohexyl)methyl)carbamate